5-(1-methylcyclopropoxy)-3-[2-[6-(4-piperidylmethyl)-2,6-diazaspiro[3.3]heptan-2-yl]-4-pyridyl]-1H-indazole CC1(CC1)OC=1C=C2C(=NNC2=CC1)C1=CC(=NC=C1)N1CC2(C1)CN(C2)CC2CCNCC2